FC(C=1C(=C(C=CC1)[C@@H](C)NC=1C2=C(N=C(N1)C)N=C(C(=C2)N2CCN(CC2)CC)OC2COC2)F)F (R)-N-(1-(3-(difluoromethyl)-2-fluorophenyl)ethyl)-6-(4-ethylpiperazin-1-yl)-2-methyl-7-(oxetan-3-yloxy)pyrido[2,3-d]pyrimidin-4-amine